6-chloro-3-((1-(5-(4,4-difluoropiperidin-1-yl)-2,9-bis(trifluoromethyl)imidazo[1,2-c]quinazolin-7-yl)ethyl)amino)picolinic acid ClC1=CC=C(C(=N1)C(=O)O)NC(C)C1=CC(=CC=2C=3N(C(=NC12)N1CCC(CC1)(F)F)C=C(N3)C(F)(F)F)C(F)(F)F